7-methyldibenzo[c,e]oxepin-5(7H)-one CC1C2=C(C3=C(C(O1)=O)C=CC=C3)C=CC=C2